(R)-1-(4-((2S,4r,6S)-2-cyano-7-((5-methoxy-7-methyl-1H-indol-4-yl)methyl)-7-azaspiro[3.5]nonan-6-yl)benzoyl)pyrrolidine-3-carboxylic acid C(#N)C1CC2(C1)C[C@H](N(CC2)CC2=C1C=CNC1=C(C=C2OC)C)C2=CC=C(C(=O)N1C[C@@H](CC1)C(=O)O)C=C2